NC1=C(C=C(C=N1)NC(C(=O)N1[C@H](CN([C@@H](C1)C)C(C(C)(C)C)=O)C1=CC=CC=C1)=O)C N-(6-amino-5-methylpyridin-3-yl)-2-((2S,5R)-5-methyl-2-phenyl-4-pivaloylpiperazin-1-yl)-2-oxoacetamide